4-Methylbenzenesulfonic acid (3-hydroxycyclopentyl) ester OC1CC(CC1)OS(=O)(=O)C1=CC=C(C=C1)C